C(C)(=O)OCC(C)OC(C)=O 1,2-diacetoxypropane